C(C)C=1C=C(OCOCC[Si](C)(C)C)C=CC1 (2-((3-ethylphenoxy)methoxy)ethyl)trimethylsilane